The molecule is a glycopeptidolipid antigen from clinically prominent members of the Mycobacterium avium serocomplex It has a role as an antigen. CCCCCCCCCCCCCCCCCCCCCCCCCCCCCC(CC(=O)N[C@H](CC1=CC=CC=C1)C(=O)N[C@H]([C@@H](C)OC2[C@@H]([C@@H]([C@@H]([C@@H](O2)C)O)O)O[C@H]3[C@@H]([C@@H]([C@H]([C@@H](O3)C)O)O[C@H]4[C@@H]([C@H]([C@H]5[C@H](O4)CO[C@](O5)(C)C(=O)O)OC)O)O)C(=O)N[C@H](C)C(=O)N[C@@H](C)COC6[C@@H]([C@@H]([C@H]([C@@H](O6)C)OC)OC)O)O.O